C(C)C(CCCCC)OC(=O)C=1OC(=CC1)C 1-ethylhexyl-5-methylfuran-2-carboxylate